C1(CC1)C1=NC(=NO1)C1(CCN(CC1)C(=O)NC1=C(C=CC=C1C1CCN(CC1)C(C)C)F)C 4-(5-cyclopropyl-1,2,4-oxadiazol-3-yl)-N-{2-fluoro-6-[1-(propan-2-yl)piperidin-4-yl]phenyl}-4-methylpiperidine-1-carboxamide